ClC=1C=C(C=C(C1)Cl)C1=NC(=CC(=C1)CN1CCC(CC1)CNC(=O)NS(=O)(=O)C)OC=1C=NC(=NC1)N1CCN(CC1)C N-(((1-((2-(3,5-dichlorophenyl)-6-((2-(4-methylpiperazin-1-yl)pyrimidin-5-yl)oxy)pyridin-4-yl)methyl)piperidin-4-yl)methyl)carbamoyl)methane-sulfonamide